1-(2,5-dioxopyrrolidin-1-yl) 9-(2-(2-(3-(pyridin-2-yldisulfanyl) propionamido) ethoxy) ethyl) azelate C(CCCCCCCC(=O)OCCOCCNC(CCSSC1=NC=CC=C1)=O)(=O)ON1C(CCC1=O)=O